8-fluoro-6-oxo-1,4,5,6-tetrahydro-2H-pyrano[3,4-c]isoquinolin FC=1C=CC=2C3=C(NC(C2C1)=O)COCC3